O=C1N(C(C=C1)=O)CC(=O)NCCOCCOCCOCCOCCOCCOCCOCCOCCOCCOC(C(=O)[O-])C 2-[2-[2-[2-[2-[2-[2-[2-[2-[2-[[2-(2,5-Dioxopyrrol-1-Yl) Acetyl Amino] Ethoxy] Ethoxy] Ethoxy]Ethoxy] Ethoxy] Ethoxy]Ethoxy] Ethoxy] Ethoxy] Ethoxy]PropaNoate